CC1=C(OC=2C(=C([O-])C=CC2)OC2=C(C=C(C=C2C)C)C)C(=CC(=C1)C)C bis[(2,4,6-trimethyl)phenoxy]phenoxide